COC=1C(=C2C=CNC2=C(C1)C)CN1[C@H](CC2(CC2)CC1)C1=CC=C(C=C1)C(C)(C)O (R)-2-(4-(6-((5-methoxy-7-methyl-1H-indol-4-yl)methyl)-6-azaspiro[2.5]octan-5-yl)phenyl)propan-2-ol